1,3-dichloro-3-ethyl-1,3-disilacyclohexane Cl[SiH]1C[Si](CCC1)(CC)Cl